Oxacycloheptan-3-one O1CC(CCCC1)=O